COC1=CC=CC2=C1C(NC(O2)=O)=O 5-methoxy-[1,3]benzoxazine-2,4-dione